C(C)(C)(C)C=1C=C(C=C(C1O)C(C)(C)C)CCCNCCCCCCNCCCC1=CC(=C(C(=C1)C(C)(C)C)O)C(C)(C)C N,N'-bis-(3,5-di-tert-butyl-4-hydroxyphenylpropyl)hexamethylenediamine